N-(gamma-aminopropyl)-N-methyl-gamma-aminopropyl-methyldimethoxysilane NCCCN(CCC[Si](OC)(OC)C)C